N-(4-{[((2R)-oxolan-2-yl)carbonylamino]methyl}phenyl){[(4-chlorophenyl)methyl]amino}carboxamide O1[C@H](CCC1)C(=O)NCC1=CC=C(C=C1)NC(=O)NCC1=CC=C(C=C1)Cl